ClC1=NC=C(C(=N1)NC1=C(C(=CC=C1)C1=NN(C=N1)C)OC)C=O 2-Chloro-4-((2-methoxy-3-(1-methyl-1H-1,2,4-triazol-3-yl)phenyl)amino)pyrimidine-5-carbaldehyde